COC=1C(=C2C=CNC2=C(C1)C)O[C@H]1[C@H](CN(CC1)CCC(F)(F)F)C1=CC=C(C(=O)O)C=C1 4-((3S,4R)-4-((5-methoxy-7-methyl-1H-indol-4-yl)oxy)-1-(3,3,3-trifluoropropyl)piperidin-3-yl)benzoic acid